ClC1=C2CCC[C@H](C2=CC(=C1)Cl)O |r| Racemic-5,7-dichloro-1,2,3,4-tetrahydronaphthalen-1-ol